ClC1=CC=C(C(=N1)C(=O)OC(C)(C)C)NC(C)C=1C=C(C=C2C(C=C(OC12)C1=CC=C2C=NN(C2=C1)C)=O)C(F)(F)F tert-Butyl 6-chloro-3-[1-[2-(1-methylindazol-6-yl)-4-oxo-6-(trifluoromethyl)chromen-8-yl]ethylamino]pyridine-2-carboxylate